3-Cyano-4-(6-(2,5-difluorophenyl)-6-(1,6-dimethyl-2-oxo-1,2-dihydropyridin-3-yl)-6-hydroxyhex-1,3-diyn-1-yl)pyrazole C(#N)C1=NNC=C1C#CC#CCC(O)(C=1C(N(C(=CC1)C)C)=O)C1=C(C=CC(=C1)F)F